Benzyl-di(2-hydroxypropyl)octadecyl-ammonium chloride [Cl-].C(C1=CC=CC=C1)[N+](CCCCCCCCCCCCCCCCCC)(CC(C)O)CC(C)O